2-(2-phenylethyl)-1,3-dimethoxypropane C1(=CC=CC=C1)CCC(COC)COC